BrC1=C(C=C2C(=NC(=NC2=C1F)F)N1CCOCC2(CCO2)C1)F 9-(7-bromo-2,6,8-trifluoroquinazolin-4-yl)-1,6-dioxa-9-azaspiro[3.6]decane